cadaverine, sodium salt [Na].NCCCCCN